The molecule is a tetrapeptide composed of L-alanine, two L-leucine units, and L-serine joined in sequence by peptide linkages. It has a role as a metabolite. It derives from a L-alanine, a L-leucine and a L-serine. C[C@@H](C(=O)N[C@@H](CC(C)C)C(=O)N[C@@H](CC(C)C)C(=O)N[C@@H](CO)C(=O)O)N